(R)-4,4-bis-4-pyridinyl-1,1'-binaphthyl N1=CC=C(C=C1)C1(CC=C(C2=CC=CC=C12)C1=CC=CC2=CC=CC=C12)C1=CC=NC=C1